4-(5,9-diphenyl-5,9-dihydro-5,9-diaza-13b-boranaphtho[3,2,1-de]anthracen-7-yl)-N,N-diphenylaniline C1(=CC=CC=C1)N1C=2C=CC=CC2B2C3=C1C=C(C=C3N(C=3C=CC=CC23)C2=CC=CC=C2)C2=CC=C(N(C3=CC=CC=C3)C3=CC=CC=C3)C=C2